BrCCC1=CC(=CC=C1)C(F)(F)F 2-bromo-1-(3-(trifluoromethyl)phenyl)ethane